CN(/C=C/C(=O)C1CN(C1)C(=O)OC(C)(C)C)C tert-butyl (E)-3-(3-(dimethylamino)acryloyl)azetidine-1-carboxylate